C(C)OC1=CC=2N(C=C1NC(=O)N1CCC=3C1=NC=CC3N3CCN(CC3)C(=O)OC(C)(C)C)C=C(N2)C tert-butyl 4-(1-((7-ethoxy-2-methylimidazo[1,2-a]pyridin-6-yl)carbamoyl)-2,3-dihydro-1H-pyrrolo[2,3-b]pyridin-4-yl)piperazine-1-carboxylate